BrC=1C=C2C(=NC1)N=CN2C2COC2 6-bromo-1-(oxetan-3-yl)imidazo[4,5-b]pyridine